dithienyl-Thienothiopheneacetamide S1C(=CC=C1)C(C(=O)N)(C1=CC2=C(C=CS2)S1)C=1SC=CC1